Stigmasta-5,22-dien-3a-acetate CC[C@H](C=C[C@@H](C)[C@H]1CC[C@H]2[C@@H]3CC=C4C[C@@H](CC[C@]4(C)[C@H]3CC[C@]12C)CC(=O)[O-])C(C)C